C1N(CCC2=CC=CC=C12)[C@@H]1[C@H](CN(CC1)C(=O)C1=CC(=NC=C1F)NC1CCN(CC1)C(=O)N(C)C)O 4-((4-((3S,4S)-4-(3,4-dihydroisoquinolin-2(1H)-yl)-3-hydroxypiperidine-1-carbonyl)-5-fluoropyridin-2-yl)amino)-N,N-dimethylpiperidine-1-carboxamide